ethyl 2'-{[(2S)-1,4-dioxan-2-yl]methyl}-8'-methyl-2',5'-dihydrospiro[cyclobutane-1,4'-furo[2,3-g]indazole]-7'-carboxylate O1[C@H](COCC1)CN1N=C2C3=C(CC4(C2=C1)CCC4)OC(=C3C)C(=O)OCC